methyl 2-((4-chloro-2-(2-((methyl sulfonyl) oxy) ethyl) phenyl)sulfonamido)-3-(6-fluoro-2,3-dimethylphenyl)butanoate ClC1=CC(=C(C=C1)S(=O)(=O)NC(C(=O)OC)C(C)C1=C(C(=CC=C1F)C)C)CCOS(=O)(=O)C